6-phenyl-9-fluoro-6H-indeno[1,2-c]isoquinoline C1(=CC=CC=C1)N1C=C2C=CC=CC2=C2C1=C1C=CC(=CC1=C2)F